FC1=CC=C(C=C1)C1=NN(C=C1C=1C2=C(N=CN1)OC(=C2)C2=CC=CC=C2)[C@@H]2CS(CC2)(=O)=O (3S)-3-[3-(4-Fluorophenyl)-4-(6-phenylfuro[2,3-d]pyrimidin-4-yl)-1H-pyrazol-1-yl]-1λ6-thiolane-1,1-dione